C(CCC)N(C)CC=1C(=CC(NC1)=O)C1=CC=2N=C(N=C(C2N=C1)N[C@@](CO)(CCCC)C)NCC1=C(C=C(C=C1)OC)OC (R)-5-((butyl(methyl)amino)methyl)-4-(2-((2,4-dimethoxybenzyl)amino)-4-((1-hydroxy-2-Methylhexan-2-yl)amino)pyrido[3,2-d]pyrimidin-7-yl)pyridin-2(1H)-one